CC1=C(C=CC(=C1)C=1C=NC(=CC1)C)C1N(C(OC1)=O)CC1OCCCC1 4-(2-methyl-4-(6-methylpyridin-3-yl)phenyl)-3-((tetrahydro-2H-pyran-2-yl)methyl)oxazolidin-2-one